C(#N)C1=CC=C2C=C(N3C(CNC1=C32)C3CC3)C3=NC2=C(N3C)C(=CC(=C2)C(=O)OC)F methyl 2-(7-cyano-11-cyclopropyl-1,9-diazatricyclo[6.3.1.04,12]dodeca-2,4,6,8(12)-tetraen-2-yl)-7-fluoro-1-methyl-benzimidazole-5-carboxylate